tert-Butyl 3-oxo-4-(2,2,2-trifluoroacetyl)-8-azabicyclo[3.2.1]octane-8-carboxylate O=C1CC2CCC(C1C(C(F)(F)F)=O)N2C(=O)OC(C)(C)C